(±)-Tert-butyl((E)-3-((((S)-4-methyl-5-oxo-2,5-dihydrofuran-2-yl)oxy)methylene)-2-oxo-3,3a,4,8b-tetrahydro-2H-indeno[1,2-b]furan-7-yl)carbamate C(C)(C)(C)OC(NC1=CC=C2CC\3C(OC(/C3=C/O[C@H]3OC(C(=C3)C)=O)=O)C2=C1)=O